C(#N)C1=CC=C(C=N1)N[C@H]1CN(CCC1)C(=O)OC(C)(C)C tert-butyl (3R)-3-[(6-cyano-3-pyridyl)amino]piperidine-1-carboxylate